1-(4-fluorobenzyl)-7-methyl-5-(1H-pyrrole-2-carbonyl)-4,5,6,7-tetrahydro-1H-pyrazolo[4,3-c]pyridine-3-carboxylic acid FC1=CC=C(CN2N=C(C=3CN(CC(C32)C)C(=O)C=3NC=CC3)C(=O)O)C=C1